6-iodopyrazolo[1,5-a]pyridine IC=1C=CC=2N(C1)N=CC2